NC1=NC=CC=C1C1=NC=2C(=NC(=C(C2)C)C2=CC=CC=C2)N1C1=CC=C(C=C1)C1CN(C1)C(=O)OC(C)(C)C tert-butyl 3-[4-[2-(2-amino-3-pyridyl)-6-methyl-5-phenyl-imidazo[4,5-b]pyridin-3-yl]phenyl]azetidine-1-carboxylate